7-[(1R)-2-[4-(2-chloroacetyl)piperazin-1-yl]-1-methyl-2-oxo-ethoxy]-4-(2-chloro-4-fluoro-phenyl)chromen-2-one Sodium [Na].ClCC(=O)N1CCN(CC1)C([C@H](OC1=CC=C2C(=CC(OC2=C1)=O)C1=C(C=C(C=C1)F)Cl)C)=O